CC1(COB(OC1)C=1C=CC2=C(N(C(CO2)=O)C)C1)C 6-(5,5-Dimethyl-1,3,2-dioxaborinan-2-yl)-4-methyl-2H-1,4-benzoxazin-3(4H)-one